3-(Difluoromethyl)-1-methyl-N-(1,1,3-trimethyl-2,3-dihydro-1H-inden-4-yl)-1H-pyrazol-4-carboxamid FC(C1=NN(C=C1C(=O)NC1=C2C(CC(C2=CC=C1)(C)C)C)C)F